C(C=1C=CC(=NC1)C1=C(C(=C(C(=C1)[2H])[2H])[2H])[2H])([2H])([2H])[2H] 5-(methyl-d3)-2-(phenyl-2,3,4,5-d4)pyridine